C1(CC1)N1CC[C@@H]2[C@H]1CNC2 Cis-1-cyclopropyl-3,3a,4,5,6,6a-hexahydro-2H-pyrrolo[2,3-c]pyrrole